5-[[2-[(2S)-2-[3-(dimethylamino)phenyl]-1-piperidyl]-2-oxo-acetyl]amino]pyridine-3-carboxamide CN(C=1C=C(C=CC1)[C@H]1N(CCCC1)C(C(=O)NC=1C=C(C=NC1)C(=O)N)=O)C